NCCN(C(OC(C)(C)C)=O)CC1=CC=CC=C1 tert-butyl (2-aminoethyl)(benzyl)carbamate